COC1=CC=C(C=C1)/C=C/C(=O)O (E)-3-(4-methoxyphenyl)acrylic acid